2-({3-chloro-2-[(4-cyclopropyl-2-fluorophenyl)methoxy]-5,6,7,8-tetrahydro-1,7-naphthyridin-7-yl}methyl)-1-{1-[(2S)-oxetan-2-yl]methyl}-1H-1,3-benzodiazole-6-carboxylic acid ClC=1C(=NC=2CN(CCC2C1)CC1=NC2=C(N1C[C@H]1OCC1)C=C(C=C2)C(=O)O)OCC2=C(C=C(C=C2)C2CC2)F